(R)-N-Methyl-1-(tetrahydrofuran-3-yl)methanamine CNC[C@@H]1COCC1